3-tert-Butyl-[1,2,4]oxadiazole-5-carboxylic acid {(S)-6-[2-(1-isopropyl-3-methyl-1H-pyrazol-4-yl)-3H-imidazo[4,5-b]pyridin-7-yl]-1,2,3,4-tetrahydro-naphthalen-1-yl}-amide C(C)(C)N1N=C(C(=C1)C1=NC=2C(=NC=CC2C=2C=C3CCC[C@@H](C3=CC2)NC(=O)C2=NC(=NO2)C(C)(C)C)N1)C